C(C1=CC=CC=C1)N1N=CC(NC1=O)=O 2-benzyl-1,2,4-triazine-3,5(2H,4H)-dione